3-(2-(4-fluorobenzyloxy)-naphthalen-1-yl)-1-propanol FC1=CC=C(COC2=C(C3=CC=CC=C3C=C2)CCCO)C=C1